OC(COC)C=1C(=NC(=CC1)N1C=NC2=C1C=C(C=C2)NC=2N=NC(=CC2)C)N2N=C(C=C2C)C#N 1-[3-(1-hydroxy-2-methoxy-ethyl)-6-[6-[(6-methylpyridazin-3-yl)amino]benzimidazol-1-yl]-2-pyridinyl]-5-methyl-pyrazole-3-carbonitrile